[2-[[(3R)-1-Ethyl-3-piperidyl]amino]oxazolo[4,5-b]pyridin-5-yl]-3-hydroxy-benzonitrile C(C)N1C[C@@H](CCC1)NC=1OC=2C(=NC(=CC2)C2=C(C#N)C=CC=C2O)N1